ClC1=C(C(=O)N2COC3=C(C2)C=CC=C3C3=CC(=C(C(=O)O)C=C3F)N3C2COCC3CC2)C(=CC(=C1)N1CC2(OCC3(CC3)CO2)C1)Cl 4-[3-[2,6-Dichloro-4-(5,10-dioxa-8-azadispiro[2.2.36.23]undecan-8-yl)benzoyl]-2,4-dihydro-1,3-benzoxazin-8-yl]-5-fluoro-2-(3-oxa-8-azabicyclo[3.2.1]octan-8-yl)benzoic acid